O=C\1OCC/C1=C\[O-].[Na+] sodium (E)-(2-oxodihydrofuran-3(2H)-ylidene)methanolate